1,3-dibutylimidazolium methylcarbonate COC([O-])=O.C(CCC)N1C=[N+](C=C1)CCCC